methyl-(4-(p-tolyloxy)butanoyl)glycine CN(CC(=O)O)C(CCCOC1=CC=C(C=C1)C)=O